F/C(/C(=O)O)=C/C(=O)O fluoromaleic acid